ClC=1C=CC=C2CC[C@H]([C@H](C12)OC)NC([O-])=O (1S,2R)-8-Chloro-1-methoxy-1,2,3,4-tetrahydronaphthalin-2-yl-carbamat